N-(5-((4-(1-Cyclopropyl-1H-indol-3-yl)-5-(2,4-difluorophenyl)pyrimidin-2-yl)amino)-4-methoxy-2-((3aR,6aS)-5-methylhexahydropyrrolo[3,4-c]pyrrol-2(1H)-yl)phenyl)acrylamide C1(CC1)N1C=C(C2=CC=CC=C12)C1=NC(=NC=C1C1=C(C=C(C=C1)F)F)NC=1C(=CC(=C(C1)NC(C=C)=O)N1C[C@@H]2CN(C[C@@H]2C1)C)OC